1-(pentan-3-yl)-1H-indol CCC(CC)N1C=CC2=CC=CC=C12